4-piperazinedipropanesulfonic acid N1(CCN(CC1)CCCS(=O)(=O)O)CCCS(=O)(=O)O